1-cyclopropyl-N-((1,2,3,5,6,7-hexahydro-s-indacen-4-yl)carbamoyl)-4,6,7,8-tetrahydro-1H-5,8-ethanopyrazolo[4,3-c]azepine-3-sulfonamide C1(CC1)N1N=C(C=2CN3CCC(C21)CC3)S(=O)(=O)NC(NC3=C2CCCC2=CC=2CCCC32)=O